NC([C@H](C[C@H]1C(NCCC1)=O)NC(=O)[C@H](CC(C)(C)C)NC(=O)C=1NC2=CC=CC(=C2C1)Cl)=O N-[(1S)-1-[[(1S)-2-amino-2-oxo-1-[[(3S)-2-oxo-3-piperidyl]methyl]ethyl]carbamoyl]-3,3-dimethyl-butyl]-4-chloro-1H-indole-2-carboxamide